CC1=C(C=CC(=C1)Br)NCC(=O)O N-(2-methyl-4-bromophenyl)glycine